N(N)C(OC1CCS(CC1)(=O)=O)=S O-(1,1-dioxidotetrahydro-2H-thiopyran-4-yl) hydrazinecarbothioate